ClC=1C=CC(=C(C1)C=1N=CC=2OCCN(C2N1)C1=CC=NC=C1C(=O)NCC(C)(C)O)F 4-(2-(5-chloro-2-fluorophenyl)-6,7-dihydro-8H-pyrimido[5,4-b][1,4]oxazin-8-yl)-N-(2-hydroxy-2-methylpropyl)nicotinamide